O[C@@H]1CC[C@@]2([C@H]3CC[C@@]4([C@H](CC[C@H]4[C@@H]3CC[C@@H]2C1)[C@@H](CCC(=O)N[C@H](C(=O)O)C(C)C)C)C)C (S)-2-((R)-4-((3R,5R,8R,9S,10S,13R,14S,17R)-3-hydroxy-10,13-dimethyl-hexadecahydro-1H-cyclopenta[a]phenanthren-17-yl)pentanamido)-3-methylbutanoic acid